(1RS,2SR)-1-(allyloxy)-2-pentylcyclopentane C(C=C)O[C@H]1[C@H](CCC1)CCCCC |r|